N-(3-acryloyloxy-2-hydroxypropyl)-3-aminopropyl-triethoxysilane C(C=C)(=O)OCC(CNCCC[Si](OCC)(OCC)OCC)O